2-[[7-(3-benzyloxy-1-naphthyl)-4-[3-[[tert-butyl-(dimethyl)silyl]oxymethyl]piperazin-1-yl]-6,8-dihydro-5H-pyrido[3,4-d]pyrimidin-2-yl]oxy]-N,N-dimethyl-ethanamine C(C1=CC=CC=C1)OC=1C=C(C2=CC=CC=C2C1)N1CC=2N=C(N=C(C2CC1)N1CC(NCC1)CO[Si](C)(C)C(C)(C)C)OCCN(C)C